6-(3-((5-fluoro-2-methylpyridin-4-yl)amino)-7,8-dihydro-1,6-naphthyridin-6(5H)-yl-5,5,7,7-d4)-5-methylnicotinonitrile FC=1C(=CC(=NC1)C)NC=1C=NC=2CC(N(C(C2C1)([2H])[2H])C1=NC=C(C#N)C=C1C)([2H])[2H]